Cl.Cl.Cl.O1CCN(CC1)CC1=CC(=C(N)C=C1)N1CCCCC1 4-(morpholinomethyl)-2-(piperidin-1-yl)aniline tri-hydrochloride